N-Cyclopropyl-3-fluoro-5-((1-oxo-6-(3-(trifluoromethyl)-1H-pyrazol-4-yl)isoquinolin-2(1H)-yl)methyl)benzamide C1(CC1)NC(C1=CC(=CC(=C1)CN1C(C2=CC=C(C=C2C=C1)C=1C(=NNC1)C(F)(F)F)=O)F)=O